Cl.O=C1NC(CCC1NC(C1=NC=C(C=C1)N1CCNCC1)=O)=O N-(2,6-dioxopiperidin-3-yl)-5-(piperazin-1-yl)picolinamide hydrochloride salt